C(=O)(O)C([C@@H]1CNCC1)SC=1C=C(C=CC1)NC(=O)NC=1C=C(C=CC1)SC(C(=O)O)[C@@H]1CNCC1 2-[3-[[3-[Carboxy-[(3S)-pyrrolidin-3-yl]methyl]sulfanylphenyl]carbamoylamino]phenyl]sulfanyl-2-[(3S)-pyrrolidin-3-yl]acetic acid